CSCCSCCSCCSCCSCCSCCSCCSCCSCC(=O)O 2,5,8,11,14,17,20,23,26-nonathiaoctacosan-28-oic acid